ClC1=CC(=C(C=C1)C1=NN2C(CN([C@@H](C2)C)C(=O)OC(C)(C)C)=C1C1=CC=NC=C1)F |r| Rac-tert-butyl (RS)-2-(4-chloro-2-fluorophenyl)-6-methyl-3-(pyridin-4-yl)-6,7-dihydropyrazolo[1,5-a]pyrazine-5(4H)-carboxylate